3-ethyl-2-oxazolidinone C(C)N1C(OCC1)=O